(E)-4-(4-(2-(dimethylamino)vinyl)-5-nitropyridin-2-yl)piperazine-1-carboxylic acid tert-butyl ester C(C)(C)(C)OC(=O)N1CCN(CC1)C1=NC=C(C(=C1)\C=C\N(C)C)[N+](=O)[O-]